4-isopropyl-3-methyl-5-(8-methyl-[1,2,4]triazolo[1,5-a]pyridin-6-yl)-2-((3aR,6aS)-octahydrocyclopenta[c]pyrrol-5-yl)-6H-thieno[2,3-b]pyrrole C(C)(C)C=1C2=C(NC1C=1C=C(C=3N(C1)N=CN3)C)SC(=C2C)C2C[C@@H]3[C@@H](CNC3)C2